((4-acrylamidobenzyl)amino)-7-((3,5-dimethoxyphenyl)amino)imidazo[1,2-c]pyrimidine-8-amide C(C=C)(=O)NC1=CC=C(CNC=2N=C3N(C=NC(=C3C(=O)N)NC3=CC(=CC(=C3)OC)OC)C2)C=C1